tert-butyl (S)-(1-chloro-6,6,6-trifluoro-5,5-dimethyl-2-oxohexan-3-yl)carbamate ClCC([C@H](CC(C(F)(F)F)(C)C)NC(OC(C)(C)C)=O)=O